tert-butyl (5-chloro-2-(2,3-dimethylmorpholino)pyridin-4-yl)(4-methoxybenzyl)carbamate ClC=1C(=CC(=NC1)N1C(C(OCC1)C)C)N(C(OC(C)(C)C)=O)CC1=CC=C(C=C1)OC